(2-((R)-1-((tert-butoxycarbonyl) amino) ethyl)-5-fluoro-2,3-dihydrobenzofuran-7-yl) methanesulfonate CS(=O)(=O)OC1=CC(=CC=2CC(OC21)[C@@H](C)NC(=O)OC(C)(C)C)F